[Na+].C(=O)(C=C)C(CS(=O)(=O)[O-])(C)C 2-acryl-2-methylpropanesulfonic acid sodium salt